O1[C@@H](CCC1)CN [(2S)-oxolan-2-yl]methanamine